ClC=1N=C(C2=C(N1)C(=C(N=C2)Cl)F)N2CC(CCC2)C2=NC=NN2COCC[Si](C)(C)C 2,7-dichloro-8-fluoro-4-(3-(1-((2-(trimethylsilyl)ethoxy)methyl)-1H-1,2,4-triazol-5-yl)piperidin-1-yl)pyrido[4,3-d]pyrimidine